FC=1C=C(C=C(C1)F)C(CSC=1NC(N(N1)C1=CC=CC=C1)=O)=O 5-((2-(3,5-difluorophenyl)-2-oxoethyl)thio)-2-phenyl-2,4-dihydro-3H-1,2,4-triazol-3-one